2-chloro-4-(piperidin-1-yl)pyrimidine-5-carbonitrile ClC1=NC=C(C(=N1)N1CCCCC1)C#N